N=1N=CN2C1CNCCC2 6,7,8,9-tetrahydro-5H-[1,2,4]triazolo[4,3-a][1,4]diazepin